C(C1=CC=CC=C1)N1CC(CC1)(NCC)C 1-benzyl-N-ethyl-3-methylpyrrolidin-3-amine